C(CC)(=O)OC1=C(C=CC=C1)CC(=O)OC(C(C)C)I [2-[2-(1-iodo-2-methyl-propoxy)-2-oxo-ethyl]phenyl] propanoate